FC=1C(=NC=CC1CN1C[C@H]2CCC(C[C@H]2C1)O)C=1C=C2CN(C(C2=CC1)=O)[C@@H]1CNCCC1 (3S)-3-(5-(3-fluoro-4-(((3aR,7aS)-5-hydroxyoctahydro-2H-isoindol-2-yl)methyl)pyridin-2-yl)-1-oxoisoindolin-2-yl)piperidine